C(C)(=O)C1=C(C=C(C(=C1)OC)OC)CC(=O)O (2-ACETYL-4,5-DIMETHOXYPHENYL)ACETIC ACID